1-butyl-2-methylimidazole bis(trifluoromethanesulfonimide) [N-](S(=O)(=O)C(F)(F)F)S(=O)(=O)C(F)(F)F.[N-](S(=O)(=O)C(F)(F)F)S(=O)(=O)C(F)(F)F.C(CCC)N1C(=NC=C1)C